2-(2-propen-1-yl)-4-penten-1-amine C(C=C)C(CN)CC=C